CS1C=NC(=C1CCCOC1=C(C=C(C=C1)C#CCNC)F)C(=O)O 1-Methyl-5-[3-[2-fluoro-4-[3-(methylamino)prop-1-ynyl]phenoxy]propyl]thiazole-4-carboxylic acid